(2-(1-(5-fluoroquinazolin-4-yl)piperidin-4-yl)ethyl)phosphonic acid FC1=C2C(=NC=NC2=CC=C1)N1CCC(CC1)CCP(O)(O)=O